C(C)NC(\C=C\C1=CC=C(C=C1)N1CCNCC1)=O (E)-N-ethyl-3-(4-(piperazin-1-yl)phenyl)acrylamide